BrC=1C=C2[C@@H]([C@H]([C@@H](NC2=CC1)C)C)NC(OCC1=CC=CC=C1)=O |r| rac-benzyl ((2S,3S,4R)-6-bromo-2,3-dimethyl-1,2,3,4-tetrahydroquinolin-4-yl)carbamate